bis(3,4-epoxycyclohexyl methyl) adipate C(CCCCC(=O)OCC1CC2C(CC1)O2)(=O)OCC2CC1C(CC2)O1